(S)-N-(3-(benzo[d][1,3]dioxol-4-yloxy)-3-(5-bromothiophen-2-yl)propyl)cycloheptylamine O1COC2=C1C=CC=C2O[C@@H](CCNC2CCCCCC2)C=2SC(=CC2)Br